C(C)C1CN(CCN1)C1=CC=C(C=2OCCOC21)C 5-(3-ethylpiperazin-1-yl)-8-methyl-2,3-dihydro-1,4-benzodioxine